2-methyl-4,5-difluoro-8H-dibenzo[3,4:6,7]cyclohepta[1,2-b]thiophen-8-one CC1=CC2=C(S1)C1=C(C(C3=C2C(=C(C=C3)F)F)=O)C=CC=C1